C1(=CC=CC=C1)NCCOCCOCCOCCNC(OCC1=CC=CC=C1)=O benzyl (2-(2-(2-(2-(phenylamino)ethoxy)ethoxy)ethoxy)ethyl)carbamate